3-(2,3-difluoro-4-hydroxyphenyl)-2-(3,5-dimethylisoxazol-4-yl)-N'-hydroxy-5,6-dihydrocyclopenta[b]pyrrole-1(4H)-carboximidamide FC1=C(C=CC(=C1F)O)C=1C2=C(N(C1C=1C(=NOC1C)C)C(N)=NO)CCC2